p-propargyloxy-L-phenylalanine C(C#C)OC1=CC=C(C[C@H](N)C(=O)O)C=C1